4-(3-chloro-2-(trifluoromethyl)phenyl)piperidine-1-carboxylic acid tert-butyl ester C(C)(C)(C)OC(=O)N1CCC(CC1)C1=C(C(=CC=C1)Cl)C(F)(F)F